thorium-zinc [Zn].[Th]